sodium silicate calcium [Ca+2].[Si]([O-])([O-])([O-])O.[Na+]